C(CCCCCCC)C1=CC2=C(NN=N2)C=C1 5-n-octylbenzotriazole